COC1=NC=CC(=C1)C1=NC(=NC=N1)NC1=CC=CC=C1 4-(2-methoxypyridin-4-yl)-N-phenyl-1,3,5-triazin-2-amine